N-((R)-1-(1,1-difluoro-2,3-dihydro-1H-inden-4-yl)ethyl)-2-methyl-6-(((S)-tetrahydrofuran-3-yl)oxy)-[1,2,4]triazolo[4',3':1,6]pyrido[2,3-d]pyrimidin-4-amine FC1(CCC2=C(C=CC=C12)[C@@H](C)NC=1C2=C(N=C(N1)C)N1C(C(=C2)O[C@@H]2COCC2)=NN=C1)F